C(CCC)[C@]1(CS(C2=C(N(C1)C1=CC=CC=C1)C=C(C(=C2)CSCC(=O)O)OC)(=O)=O)C (R)-2-(((3-butyl-7-methoxy-3-methyl-1,1-dioxido-5-phenyl-2,3,4,5-tetrahydro-1,5-benzothiazepin-8-yl)methyl)thio)acetic acid